BrC1=CC2=CN(N=C2C=C1OC1CCC1)C12COC(CC1)(C2)C 5-bromo-6-(cyclobutoxy)-2-(1-methyl-2-oxabicyclo[2.2.1]hept-4-yl)indazole